5-(2-(4-methoxy-3-(pyrrolidine-1-carbonyl)phenylamino)-5-methylpyrimidin-4-ylamino)benzo[d]oxazol-2(3H)-one COC1=C(C=C(C=C1)NC1=NC=C(C(=N1)NC=1C=CC2=C(NC(O2)=O)C1)C)C(=O)N1CCCC1